5-(6-Isopropyl-1,3-dimethyl-1H-indol-5-yloxy)-pyrimidine-2,4-diamine C(C)(C)C1=C(C=C2C(=CN(C2=C1)C)C)OC=1C(=NC(=NC1)N)N